ClC1=CC=C(C=C1)C(=O)N1C(C=2N(CC1)C(=NN2)C2=NC(=NS2)C)CCN2C[C@@H](CC2)F (4-Chlorophenyl)(8-(2-((R)-3-fluoropyrrolidin-1-yl)ethyl)-3-(3-methyl-1,2,4-thiadiazol-5-yl)-5,6-dihydro-[1,2,4]triazolo[4,3-a]pyrazin-7(8H)-yl)methanone